Cl.COC(CNC)=O N-methyl-glycine methyl ester hydrochloride salt